C(C=C)ON1C2C=C(CN(C1=O)C2)N2N=C(C=C2)N(C(OC(C)(C)C)=O)C(=O)C2=CN=C(S2)NC(=O)OC(C)(C)C tert-butyl N-[1-(6-allyloxy-7-oxo-1,6-diazabicyclo[3.2.1]oct-3-en-3-yl)pyrazol-3-yl]-N-[2-(tert-butoxycarbonylamino)thiazole-5-carbonyl]carbamate